(4-(2-(difluoromethyl)-7-((5-methoxy-7-methyl-1H-indol-4-yl)methyl)-7-azaspiro[3.5]nonan-6-yl)benzoyl)glycine FC(C1CC2(C1)CC(N(CC2)CC2=C1C=CNC1=C(C=C2OC)C)C2=CC=C(C(=O)NCC(=O)O)C=C2)F